C(CN1C(C(NC(C1)(C)C)(C)C)=O)N1C(C(NC(C1)(C)C)(C)C)=O 1,1'-(1,2-Ethandiyl)-bis-(3,3,5,5-tetramethylpiperazinon)